4-[2-(2-ethoxy-4-fluoro-phenyl)-6-fluoro-benzothiophen-3-yl]-5-hydroxy-2,6-dimethyl-pyridazin-3-one C(C)OC1=C(C=CC(=C1)F)C=1SC2=C(C1C=1C(N(N=C(C1O)C)C)=O)C=CC(=C2)F